N1(C=NC=C1)C(=O)OCC1=CC(=C(O[C@@H]2O[C@@H]([C@H]([C@@H]([C@H]2CC(=O)O)CC(=O)O)CC(=O)O)C(=O)OC)C=C1)[N+](=O)[O-] (2S,3R,4S,5S,6S)-2-(4-(((1H-Imidazole-1-carbonyl)oxy)methyl)-2-nitrophenoxy)-6-(methoxycarbonyl)tetrahydro-2H-Pyran-3,4,5-triacetic acid